(2R,5S)-4-((3-amino-5-chloropyridin-2-yl)amino)-2,5-dimethylpiperidine-1-carboxylic acid NC=1C(=NC=C(C1)Cl)NC1C[C@H](N(C[C@@H]1C)C(=O)O)C